Monoiodoimidazole methyl-4-(2-fluorocyclopropyl)-2,4-dioxobutanoate COC(C(CC(=O)C1C(C1)F)=O)=O.IC=1NC=CN1